2-(((αR)-6-((R)-2,5-dioxo-4-(trans-4-(benzylcarbamoyl)-cyclohex-1-ylmethyl)imidazolidin-1-yl)spiro[3.3]heptan-2-yl)oxy)nicotinamide O=C1N(C([C@H](N1)C[C@@H]1CC[C@H](CC1)C(NCC1=CC=CC=C1)=O)=O)C1CC2(CC(C2)OC2=C(C(=O)N)C=CC=N2)C1